C(C)(C)(C)OC(=O)N(C1(CCN(CC1)C=1C2=CN(N=C2C(=CC1)C(=O)OC)C)C)C methyl 4-[4-[tert-butoxycarbonyl(methyl)amino]-4-methyl-1-piperidyl]-2-methyl-indazole-7-carboxylate